4-(bromomethyl)-2-chloro-8-cyclopropoxy-1,5-naphthyridine BrCC1=CC(=NC2=C(C=CN=C12)OC1CC1)Cl